2-{5-[(R)-(1,3-dimethyl-azetidin-3-yl)-hydroxy-(4-isopropyl-phenyl)-methyl]-pyridin-3-yloxy}-ethanol CN1CC(C1)(C)[C@@](C=1C=C(C=NC1)OCCO)(C1=CC=C(C=C1)C(C)C)O